(S)-4-ethyl-8-fluoro-4-hydroxy-11-((R)-1-(2-hydroxy-2-methylpropyl)pyrrolidin-3-yl)-1H-pyrano[3',4':6,7]indolizino[2,1-b]quinoline-3,6,14(4H,11H,12H)-trione C(C)[C@]1(C(OCC=2C(N3CC=4N(C5=CC=C(C=C5C(C4C3=CC21)=O)F)[C@H]2CN(CC2)CC(C)(C)O)=O)=O)O